C(C1=CC(=C(C(=C1)C(C)(C)C)O)C(C)(C)C)C1=CC(=C(C(=C1)C(C)(C)C)O)C(C)(C)C 4,4'-methylenebis(2,6-di-tert.-butyl-phenol)